CC1=CC=C(C=N1)[C@@H](CN[C@@H]([C@@H]1CNC2=C(O1)N=CC(=C2)C(=O)N)C2=CC=CC=C2)C |o1:11| (S or R)-3-((R)-(((S)-2-(6-methylpyridin-3-yl)propyl)amino)(phenyl)methyl)-2,3-dihydro-1H-pyrido[2,3-b][1,4]oxazine-7-carboxamide